2-(tertbutoxycarbonylamino)ethyl (4-nitrophenyl) carbonate C(OCCNC(=O)OC(C)(C)C)(OC1=CC=C(C=C1)[N+](=O)[O-])=O